(S)-2-[4-bromo-2-(1,2,3-thiadiazol-4-yl)phenoxy]butyric acid BrC1=CC(=C(O[C@H](C(=O)O)CC)C=C1)C=1N=NSC1